C1(=CC=CC=C1)CCCS(=O)CCCC1=CC=CC=C1 (3-phenylpropyl) sulfoxide